tert-butyl (1-bromo-2-oxo-6,9,12,15,18-pentaoxa-3-azaicosan-20-yl)carbamate BrCC(NCCOCCOCCOCCOCCOCCNC(OC(C)(C)C)=O)=O